COC1=CC=C(C=C1)C(OC[C@]1([C@H]([C@@H]([C@@H](O1)N1CNCC(=C1)F)F)O[Si](C)(C)C(C)(C)C)CO)(C1=CC=CC=C1)C1=CC=C(C=C1)OC 1-[(2R,3S,4R,5S)-5-{[bis(4-methoxyphenyl)(phenyl)methoxy]methyl}-4-[(tert-butyldimethylsilyl)oxy]-3-fluoro-5-(hydroxymethyl)oxolan-2-yl]-5-fluoro-3H-pyrimidine